Benzyl 3-bromo-1-(oxetan-3-yl)pyrazole-4-carboxylate BrC1=NN(C=C1C(=O)OCC1=CC=CC=C1)C1COC1